β-aminopropyl-tripropoxysilane NC(C[Si](OCCC)(OCCC)OCCC)C